CC=1C=C2C=CC=NC2=C(C1)B(O)O (6-methylquinolin-8-yl)boronic acid